C1(CC1)S(=O)(=O)N1C(C=2C3=C(N(N=C3CC1)C1=NNC=C1)N=C(C2)N2[C@@H](COCC2)C)CC (3R)-4-(7-(cyclopropylsulfonyl)-6-ethyl-2-(1H-pyrazol-3-yl)-6,7,8,9-tetrahydro-2H-1,2,3,7-tetraazabenzo[cd]-azulene-4-yl)-3-methylmorpholine